4-(6-(4-(2,6-difluorobenzoyl)piperazin-1-yl)pyridin-3-yl)-6-(1-methyl-1H-pyrazol-4-yl)pyrazolo[1,5-a]pyridine-3-carbonitrile 2,2,2-trifluoroacetate FC(C(=O)O)(F)F.FC1=C(C(=O)N2CCN(CC2)C2=CC=C(C=N2)C=2C=3N(C=C(C2)C=2C=NN(C2)C)N=CC3C#N)C(=CC=C1)F